N-malonyl-alanine C(CC(=O)O)(=O)N[C@@H](C)C(=O)O